C(C=C)(=O)N1C[C@@H](N(CC1)C=1C2=C(N(C(N1)=O)C=1C(=NC=CC1SC)C(C)C)N=C(C(=C2)Cl)C2=C(C=CC=C2C)F)C 4-((2s,5r)-4-propenoyl-2-methylpiperazin-1-yl)-6-chloro-7-(2-fluoro-6-methylphenyl)-1-(2-isopropyl-4-(methylsulfanyl)pyridin-3-yl)pyrido[2,3-d]pyrimidin-2(1H)-one